1-(4-chlorophenyl)-3,3-bis(ethylthio)prop-2-en-1-one ClC1=CC=C(C=C1)C(C=C(SCC)SCC)=O